Cl.[Fe].C(#N)CC1CCC(CC1)N1C(=NC=2C1=C1C(=NC2)NC=C1)CC(=O)NC1CC(CC(C1)C)C 2-(1-((1r,4r)-4-(cyanomethyl)cyclohexyl)-1,6-dihydroimidazo[4,5-d]pyrrolo[2,3-b]pyridin-2-yl)-N-(3,5-dimethylcyclohexyl)acetamide iron hydrochloride salt